1-[3-bromo-5-(2-aminoethylamino)phenyl]-3-(2-hydroxymethylphenyl)urea BrC=1C=C(C=C(C1)NCCN)NC(=O)NC1=C(C=CC=C1)CO